2,2,2-Trifluoro-1-(7-hydroxy-6-nitro-3,4-dihydroisoquinolin-2(1H)-yl)ethan-1-one FC(C(=O)N1CC2=CC(=C(C=C2CC1)[N+](=O)[O-])O)(F)F